BrC1=C(C(=CC=C1)[N+](=O)[O-])Br 1,2-dibromo-3-nitrobenzene